[Na].FC1=C(C(=CC(=C1)Br)F)O 2,6-difluoro-4-bromophenol sodium